ClC1=CC2=C(N(CN(S2(=O)=O)CCC2=CC=CC=C2)CC2=CC=C(C(=O)NO)C=C2)C=C1 4-((7-chloro-1,1-dioxo-2-phenethyl-2,3-dihydro-4H-benzo[e][1,2,4]thiadiazin-4-yl)methyl)-N-hydroxybenzoamide